C(C)OC=1N=CC2=C(N1)NC=C2C=2C=C1N=CC=NC1=CC2 6-(2-ethoxy-7H-pyrrolo[2,3-d]pyrimidin-5-yl)quinoxaline